1,2-bis(furyl)acetylene O1C(=CC=C1)C#CC=1OC=CC1